FC(OC1=CC=CC=2C(N([C@H]3C=4N([C@@H](C21)C3)C3=C(N4)C=CC(=C3)C#CCN3CC(C3)F)C([2H])([2H])[2H])=O)F (7R,14R)-1-(difluoromethoxy)-11-(3-(3-fluoroazetidin-1-yl)prop-1-yn-1-yl)-6-(methyl-d3)-6,7-dihydro-7,14-methanobenzo[f]benzo[4,5]imidazo[1,2-a][1,4]diazocin-5(14H)-one